C1(CCC1)CN1C(NCC12CCC(CC2)(C2=CC=CC=C2)N(C)CC)=O 1-(cyclobutylmethyl)-8-(ethyl-methyl-amino)-8-phenyl-1,3-diazaspiro[4.5]decan-2-one